C1NCC12CNCC2C(N)=N 2,6-diazaspiro[3.4]octane-8-carboximidamide